C1(=CC=CC=C1)CCCOC(N[C@H](C(=O)N[C@@H](C[C@H]1C(NCC1)=O)C(C(=O)NCC)O)CC1=CC=CC=C1)=O ((2S)-1-(((2S)-4-(ethylamino)-3-hydroxy-4-oxo-1-((S)-2-oxopyrrolidin-3-yl)butan-2-yl)amino)-1-oxo-3-phenylpropane-2-yl)carbamic acid 3-phenylpropyl ester